benzyl ((3S,5S)-5-(((tert-butyldimethylsilyl)oxy)methyl)-1-(5-(6-chloropicolinamido)-7-fluoro-1-(2-methoxyethyl)-1H-indazol-4-yl)pyrrolidin-3-yl)carbamate [Si](C)(C)(C(C)(C)C)OC[C@@H]1C[C@@H](CN1C1=C2C=NN(C2=C(C=C1NC(C1=NC(=CC=C1)Cl)=O)F)CCOC)NC(OCC1=CC=CC=C1)=O